2,2,6,6,10,10-hexamethyl-4,8-dioxaundecane-1,11-diol CC(CO)(COCC(COCC(CO)(C)C)(C)C)C